C(#N)C=1N=C2N(C=NC=C2)C1 cyanoimidazo[1,2-c]pyrimidine